5-((2-Aminoacetamido)methyl)-N-(4-((4-(3,5-dichlorophenyl)piperazin-1-yl)sulfonyl)phenyl)-2-(N-methylmethylsulfonamido)benzamide 2,2,2-trifluoroacetate FC(C(=O)O)(F)F.NCC(=O)NCC=1C=CC(=C(C(=O)NC2=CC=C(C=C2)S(=O)(=O)N2CCN(CC2)C2=CC(=CC(=C2)Cl)Cl)C1)N(S(=O)(=O)C)C